C(C)C=1N(C=CN1)CC1=C(C=C(C=C1)C1=C(SC(=C1)CC(C)C)S(=O)(=O)NC(OCC1=CC=C(C=C1)F)=O)F 4-fluorobenzyl (3-(4-((2-ethyl-1H-imidazol-1-yl)methyl)-3-fluorophenyl)-5-isobutyl-thiophen-2-yl)sulfonylcarbamate